ClC=1C=C(C=CC1CNC1=C2C(=NC=C1)N(N=C2)C)S(=O)(=O)N 3-Chloro-4-(((1-methyl-1H-pyrazolo[3,4-b]pyridin-4-yl)amino)methyl)benzenesulfonamide